N=1C(N=C2C1C=CC1=C2C=CC=2C=CN=CC12)=O Benzimidazoloisoquinolinone